(2-Bromo-4-chlorophenyl)-4-chloro-1H-1,2,3-triazole BrC1=C(C=CC(=C1)Cl)N1N=NC(=C1)Cl